trans-3-(7-ethyl-2-(methylsulfanyl)-8-oxo-7,8-dihydro-9H-purin-9-yl)cyclobutane-1-carbonitrile C(C)N1C(N(C2=NC(=NC=C12)SC)[C@@H]1C[C@H](C1)C#N)=O